2-isopropyl-1H-pyrrolo[2,3-c]pyridine C(C)(C)C1=CC=2C(=CN=CC2)N1